ClC=1C=C2C3(C(N(C2=CC1)C1=CC=C(C=C1)C[C@@H](C(=O)O)NC(C1=C(C=CC=C1F)Cl)=O)=O)CC3 (S)-3-(4-(5'-chloro-2'-oxospiro[cyclopropane-1,3'-indoline]-1'-yl)phenyl)-2-(2-chloro-6-fluorobenzamido)propionic acid